[N-](S(=O)(=O)C(F)(F)F)S(=O)(=O)C(F)(F)F.[N-](S(=O)(=O)C(F)(F)F)S(=O)(=O)C(F)(F)F.[Zn+2] Zinc di[bis(trifluoromethylsulfonyl)imide]